O[C@H]1C[C@H]2CC[C@H]3[C@@H]4CC[C@H]([C@@H](CCC(=O)O)C)[C@]4(CC[C@@H]3[C@]2(CC1)C)C (3α,5β)-3-hydroxy-cholan-24-oic acid